ClC1=C(C=CC(=C1)Cl)SC=1C=2N(C(=NC1)N1CCC3(CCC[C@H]3N)CC1)C=NN2 (R)-8-(8-((2,4-dichlorophenyl)thio)-[1,2,4]triazolo[4,3-c]pyrimidin-5-yl)-8-azaspiro[4.5]decan-1-amine